L-aspartic acid sodium salt monohydrate O.[Na+].N[C@@H](CC(=O)[O-])C(=O)[O-].[Na+]